2-(4-(6-(4-Chloro-2-fluorobenzyloxy)pyridin-2-yl)-2,6-difluorobenzyl)-1-((tetrahydrofuran-2-yl)methyl)-1H-benzo[d]imidazol ClC1=CC(=C(COC2=CC=CC(=N2)C2=CC(=C(CC3=NC4=C(N3CC3OCCC3)C=CC=C4)C(=C2)F)F)C=C1)F